C1CS(=O)(=O)CCN1 4,4-methylenebis(3-chloro-2,6-diethylaniline)